6-isopropyl-8-methoxy-3-methyl-3,4,5,6-tetrahydrobenzo[b]pyrazolo[4,3-d]azepine C(C)(C)N1C2=C(C3=C(CC1)N(N=C3)C)C=CC(=C2)OC